3-glycidoxypropyl-triacetoxysilane C(C1CO1)OCCC[Si](OC(C)=O)(OC(C)=O)OC(C)=O